ClC=1C=C(CN2CCN(CC2)C(=O)N2N=C(C=C2)NC(C)=O)C=C(C1)Cl N-(1-(4-(3,5-Dichlorobenzyl)piperazine-1-carbonyl)-1H-pyrazol-3-yl)acetamide